FC1=C(C(C#N)=C(C(=C1OC1=CC=C(C=C1)C(=O)OCCO)OC1=CC=C(C=C1)C(=O)OCCO)F)C#N 3,6-difluoro-4,5-bis[4-((2-hydroxyethyloxy)carbonyl)phenoxy]phthalonitrile